C(C)(C)(C)OC(=O)N1CCC(CC1)NC1=CC(=C2C=C(N=CC2=C1)NC)C1=C(C=CC=C1C)F.BrC=1C=C(C=CC1)C1=CC(=CC=C1)Br 3,3'-dibromobiphenyl tert-butyl-4-[[5-(2-fluoro-6-methyl-phenyl)-3-(methylamino)-7-isoquinolyl]amino]piperidine-1-carboxylate